CC=1OC2=C(N1)C(CCC2)O 2-methyl-4,5,6,7-tetrahydrobenzo[d]Oxazol-4-ol